7-chloro-3-ethyl-4-(3H-1,2,3-triazol-4-yl)-1-{[2-(trimethylsilyl)ethoxy]methyl}indazole ClC=1C=CC(=C2C(=NN(C12)COCC[Si](C)(C)C)CC)C=1NN=NC1